CN(CCC1=CNC=2C(=CC=C(C12)O)CCF)C 3-[2-(dimethylamino)ethyl]-7-(2-fluoroethyl)indol-4-ol